(2S,5R)-4-(2,2-difluoro-1-(4-fluorophenyl)-3-methoxypropyl)-2,5-dimethylpiperazine-1-carboxylic acid tert-butyl ester C(C)(C)(C)OC(=O)N1[C@H](CN([C@@H](C1)C)C(C(COC)(F)F)C1=CC=C(C=C1)F)C